C(#N)C1=CC(=C(COC=2C=C(C=CC2)C2=CC=C(C=C2)CC2=NC3=C(N2CC2OCCC2)C=CC=C3)C=C1)F 2-((3'-(4-Cyano-2-fluorobenzyloxy)biphenyl-4-yl)methyl)-1-((tetrahydrofuran-2-yl)methyl)-1H-benzo[d]imidazol